1-(2-(3-(oxetan-3-yl-oxy)-4-methoxyphenyl)-2-oxoethyl)-2,6-dimethylpyridin-4(1H)-one O1CC(C1)OC=1C=C(C=CC1OC)C(CN1C(=CC(C=C1C)=O)C)=O